1-(tert-Butyl) 2-ethyl 3-(4,6-dimethylpyridin-2-yl)-4-(3-methoxy-2-methylphenyl)-1H-pyrrole-1,2-dicarboxylate CC1=CC(=NC(=C1)C)C1=C(N(C=C1C1=C(C(=CC=C1)OC)C)C(=O)OC(C)(C)C)C(=O)OCC